4-([1,1'-biphenyl]-4-yl)-7-methyl-7H-pyrrolo[2,3-d]pyrimidine C1(=CC=C(C=C1)C=1C2=C(N=CN1)N(C=C2)C)C2=CC=CC=C2